BrC=1C(=NC(=CC1)Cl)C1OCCC(C1)C#N (3-bromo-6-chloropyridin-2-yl)tetrahydro-2H-pyran-4-carbonitrile